CC(CC(=O)NC1=CC=C(C=C1)C=1OC(=NN1)C1=CC=CC=C1)(C)C 3,3-dimethyl-N-[4-(5-phenyl-1,3,4-oxadiazol-2-yl)phenyl]butanamide